O=C1N(CCC(N1)=O)C1=CC=C(CNC(C)=O)C=C1 N-(4-(2,4-dioxotetrahydropyrimidin-1(2H)-yl)benzyl)acetamide